The molecule is the L-enantiomer of ascorbate and conjugate base of L-ascorbic acid, arising from selective deprotonation of the 3-hydroxy group. Required for a range of essential metabolic reactions in all animals and plants. It has a role as a human metabolite, a Daphnia magna metabolite, a cofactor and a water-soluble vitamin. It is a conjugate base of a L-ascorbic acid. C([C@@H]([C@@H]1C(=C(C(=O)O1)[O-])O)O)O